FC(C1NC2=CC=CC=C2C12OCCC2)(F)F 2'-(trifluoromethyl)-4,5-dihydro-spiro[furan-2,3'-indoline]